CC1=NC(=NC=C1)C(=O)NC1CCC(CC1)OC1=NC(=CC=2N=CN=CC21)N2CCOCC2 4-methyl-N-((1s,4s)-4-((7-morpholinopyrido[4,3-d]pyrimidin-5-yl)oxy)cyclohexyl)pyrimidine-2-carboxamide